FC1(CCN(CCC1)C1=NC2=CC=CC=C2C=C1C(=O)NC=1C=C2C(NNC2=CC1)=O)F 2-(4,4-difluoroazepan-1-yl)-N-(3-oxo-2,3-dihydro-1H-indazol-5-yl)quinoline-3-carboxamide